SC=1C=C(C=CC1)CO (3-mercaptophenyl)methanol